F[C@H]1CN(CC[C@H]1NC=1C=2N(C=CN1)C(=C(C2)I)SC(F)(F)F)C (3S,4R)-3-fluoro-N-{7-iodo-6-[(trifluoromethyl)sulfanyl]pyrrolo[1,2-a]pyrazin-1-yl}-1-methylpiperidin-4-amine